CC=1C=C(OC2=CC=C(C=N2)C(C#N)(C)O[Si](C)(C)C)C=CC1 (6-(3-methylphenoxy)pyridin-3-yl)-2-((trimethylsilyl)oxy)propionitrile